1'-(tert-butoxycarbonyl)spiro[chroman-3,4'-piperidine]-5-carboxylic Acid C(C)(C)(C)OC(=O)N1CCC2(CC1)COC=1C=CC=C(C1C2)C(=O)O